NC1=C(C(N(C2=CC=CC=C12)CC1=CC=CC=C1)=O)C 4-amino-1-benzyl-3-methylquinolin-2(1H)-one